2-((4-bromophenyl)sulfonamido)-N-(4-(4-bromophenyl)thiazol-2-yl)-4-fluorobenzamide BrC1=CC=C(C=C1)S(=O)(=O)NC1=C(C(=O)NC=2SC=C(N2)C2=CC=C(C=C2)Br)C=CC(=C1)F